(R)-3-((1-ethylpiperidin-3-yl)amino)-6-(2-hydroxy-6-methyl-4-(trifluoromethyl)phenyl)-4-methyl-1,2,4-triazin-5(4H)-one C(C)N1C[C@@H](CCC1)NC1=NN=C(C(N1C)=O)C1=C(C=C(C=C1C)C(F)(F)F)O